CN1N=CC(=C1)C1=CC=C(C=N1)OC1=CC=C(C=C1)C(C)(C)C1=CC=C(OC2CC(C2)NC(OC(C)(C)C)=O)C=C1 tert-butyl ((1r,3r)-3-(4-(2-(4-((6-(1-methyl-1H-pyrazol-4-yl)pyridin-3-yl)oxy)phenyl)propan-2-yl)phenoxy)cyclobutyl)carbamate